CC1=C(C=CC=C1)C=CC=CC(=O)[O-] 5-(2-methylphenyl)-2,4-pentadienoate